ClC=1C=C2C=NNC2=CC1NC1=NC=C(C(=N1)NC)C(F)(F)F N2-(5-chloro-1H-indazol-6-yl)-N4-methyl-5-(trifluoromethyl)pyrimidine-2,4-diamine